lithium 5-sulfoisophthalate S(=O)(=O)(O)C=1C=C(C=C(C(=O)[O-])C1)C(=O)[O-].[Li+].[Li+]